palladium (0) tetra-triphenylphosphine C1(=CC=CC=C1)P(C1=CC=CC=C1)C1=CC=CC=C1.C1(=CC=CC=C1)P(C1=CC=CC=C1)C1=CC=CC=C1.C1(=CC=CC=C1)P(C1=CC=CC=C1)C1=CC=CC=C1.C1(=CC=CC=C1)P(C1=CC=CC=C1)C1=CC=CC=C1.[Pd]